2-(tetrahydro-2H-pyran-4-yl)-5-(4,4,5,5-tetramethyl-1,3,2-dioxaborolan-2-yl)-2H-indazole O1CCC(CC1)N1N=C2C=CC(=CC2=C1)B1OC(C(O1)(C)C)(C)C